O=C1NC(CCC1N1C(C2=CC=CC(=C2C1=O)OCC(=O)O)=O)=O 2-{[2-(2,6-dioxopiperidin-3-yl)-1,3-dioxo-2,3-dihydro-1H-isoindol-4-yl]oxy}acetic acid